naphthalen-2-yl morpholine-4-carboxylate N1(CCOCC1)C(=O)OC1=CC2=CC=CC=C2C=C1